tert-butyl (1R,2S)-2-[1-(tert-butoxycarbonyl)-3-[(5-cyclopropyl-2-methylpyrazol-3-yl)amino]indazol-6-yl]-5'-methoxy-2'-oxospiro[cyclopropane-1,3'-indole]-1'-carboxylate C(C)(C)(C)OC(=O)N1N=C(C2=CC=C(C=C12)[C@@H]1C[C@@]12C(N(C1=CC=C(C=C21)OC)C(=O)OC(C)(C)C)=O)NC=2N(N=C(C2)C2CC2)C